FC=1C=C(CCC2=C(C(=O)N)C=CC=C2)C=CC1 (3-fluorophenethyl)benzamide